C1(CC1)C1=C(C(=O)NCC2=CN=CO2)C=C(C(=C1)OC)F 2-cyclopropyl-5-fluoro-4-methoxy-N-(oxazol-5-ylmethyl)benzamide